ClC=1C=C(C=C(C1)C)C1=CC(=CC(=N1)OC=1C=CC(=NC1)N1CCC(CC1)N)CNC 1-(5-((6-(3-chloro-5-methylphenyl)-4-((methylamino)methyl)pyridin-2-yl)oxy)pyridin-2-yl)piperidin-4-amine